COC(=O)C1=NC=C(C=C1)N1CCC(CC1)C1OCCO1 5-(4-(1,3-dioxolan-2-yl)piperidin-1-yl)pyridine-2-carboxylic acid methyl ester